C(C=C)(=O)N1C[C@@H](N(CC1)C=1C2=C(N(C(N1)=O)C=1C(=NC(=CC1C)OC)C(C)C)N=C(C(=C2)Cl)C2=C(C=CC=C2)F)C (S)-4-(4-acryloyl-2-methylpiperazin-1-yl)-6-chloro-7-(2-fluorophenyl)-1-(2-isopropyl-6-methoxy-4-methylpyridin-3-yl)pyrido[2,3-d]pyrimidin-2(1H)-one